(R)-2-(4-chlorophenyl)-1-(4-((5R,7R)-7-hydroxy-5-methyl-6,7-dihydro-5H-cyclopenta[d]pyrimidin-4-yl)piperazin-1-yl)-3-(4-isopropylpiperazin-1-yl)propan-1-one ClC1=CC=C(C=C1)[C@@H](C(=O)N1CCN(CC1)C=1C2=C(N=CN1)[C@@H](C[C@H]2C)O)CN2CCN(CC2)C(C)C